Tert-butyl (2-iodophenyl)(thiophen-2-yl)carbamate IC1=C(C=CC=C1)N(C(OC(C)(C)C)=O)C=1SC=CC1